diethyl-(4-sulfobutyl)ammonium C(C)[NH+](CCCCS(=O)(=O)O)CC